FCC(CN(CCC(C(=O)O)NC(=O)C1(CC1)C1=NC=CC=C1OC)CCCCC1=NC=2NCCCC2C=C1)OC 4-[[3-fluoro-2-methoxy-propyl]-[4-(5,6,7,8-tetrahydro-1,8-naphthyridin-2-yl)butyl]amino]-2-[[1-(3-methoxy-2-pyridyl)cyclopropanecarbonyl]amino]butanoic acid